n-methoxy-4-((6-methoxy-2-(N-methylmethanesulfonamido)pyridin-3-yl)amino)-6-((2-methoxypyridin-3-yl)amino)nicotinamide CONC(C1=CN=C(C=C1NC=1C(=NC(=CC1)OC)N(S(=O)(=O)C)C)NC=1C(=NC=CC1)OC)=O